3-(3-(trifluoromethyl)phenoxy)propan-2-ol FC(C=1C=C(OCC(C)O)C=CC1)(F)F